tert-butyl (S)-4-(7-bromo-2-chloroquinazolin-4-yl)-2-(cyanomethyl)piperazine-1-carboxylate BrC1=CC=C2C(=NC(=NC2=C1)Cl)N1C[C@@H](N(CC1)C(=O)OC(C)(C)C)CC#N